((3S,4S)-8-(9-iodo-7-((2-(trimethylsilyl) ethoxy) methyl)-7H-imidazo[1,2-c]pyrrolo[3,2-e]pyrimidin-5-yl)-3-methyl-2-oxa-8-azaspiro[4.5]decan-4-yl)carboxylate IC1=CN(C2=C1C=1N(C(=N2)N2CCC3([C@@H]([C@@H](OC3)C)C(=O)[O-])CC2)C=CN1)COCC[Si](C)(C)C